1-(8-bromo-7-hydroxychroman-6-yl)propan-1-one BrC=1C(=C(C=C2CCCOC12)C(CC)=O)O